1,3-bis(2,4-difluorophenyl)-4-(furan-2-yl)-N-(2-methoxyethyl)-5-methyl-4,5-dihydro-1H-pyrazole-5-carboxamide FC1=C(C=CC(=C1)F)N1N=C(C(C1(C(=O)NCCOC)C)C=1OC=CC1)C1=C(C=C(C=C1)F)F